NC1=NC=CC=C1C1=NC=2C(=NC(=CC2)C2=CC(=CC=C2)N2C(CCC2)=O)N1C1=CC=C(CN2CCC(CC2)NC2=NC(=NC=C2)C#N)C=C1 4-((1-(4-(2-(2-aminopyridin-3-yl)-5-(3-(2-oxopyrrolidin-1-yl)phenyl)-3H-imidazo[4,5-b]pyridin-3-yl)benzyl)piperidin-4-yl)amino)pyrimidine-2-carbonitrile